C(CCCC)OC(=O)C=1C2=C(OC1C)C1=CC=CC=C1C(=C2)NS(=O)(=O)C2=CC=C(C=C2)F 5-(4-Fluorophenylsulfonamido)-2-methylnaphtho[1,2-b]furan-3-carboxylic acid pentyl ester